CN([C@@H]1[C@H](CCCC1)NC1=CC(=C(C=C1)S(=O)(=O)N)F)C 4-(((1S,2S)-2-(dimethylamino)cyclohexyl)amino)-2-fluorobenzenesulfonamide